FC1=C(C=CC=C1)[C@H]1[C@@H](CN(C1)C(=O)OC(C)(C)C)C(=O)OC |r| 1-tert-Butyl 3-methyl (±)-trans-4-(2-fluorophenyl)pyrrolidine-1,3-dicarboxylate